N1C(CC(CC1([2H])[2H])O)([2H])[2H] Piperidin-2,2,6,6-d4-4-ol